3-[(2S)-2-benzyloxypropoxy]propoxy-tert-butyl-dimethyl-silane C(C1=CC=CC=C1)O[C@H](COCCCO[Si](C)(C)C(C)(C)C)C